CN(C=1N=C2C(=NC1)N=C(C(C2=O)N2[C@H]1CC[C@@H]1N(CC2)C(=O)C2=NC=NC(=C2O)C)CC)C 2-(dimethylamino)-6-ethyl-7-((1S,6S)-5-(5-hydroxy-6-methylpyrimidine-4-carbonyl)-2,5-diazabicyclo[4.2.0]octan-2-yl)-8-oxopyrido[2,3-b]pyrazin